ClC=1NC(C=C2CCN(C(C12)=O)C1CC1)=O 8-chloro-2-cyclopropyl-3,4-dihydro-2,7-naphthyridine-1,6(2H,7H)-dione